7,7-dimethyl-2-azabicyclo[2.2.1]hept-5-en-3-one CC1(C2NC(C1C=C2)=O)C